2-(3,4-dihydro-isoquinoline-2(1H)-yl)malononitrile C1N(CCC2=CC=CC=C12)C(C#N)C#N